ClC=1C=C(C=CC1)C1=C(N=C(C=2N1C=CN2)N2CCC1([C@@H]([C@@H](OC1)C)N)CC2)C (3S,4S)-8-(5-(3-chlorophenyl)-6-methylimidazo[1,2-a]pyrazin-8-yl)-3-methyl-2-oxa-8-azaspiro[4.5]decan-4-amine